OCCN1N=C(C=C1)S(=O)(=O)C=1C=C2C=NN(C(C2=CC1)=O)CC=1C=NC(=CC1)OC 6-((1-(2-hydroxyethyl)-1H-pyrazol-3-yl)sulfonyl)-2-((6-methoxypyridin-3-yl)methyl)phthalazin-1(2H)-one